NC1=NC(=NC=C1/C=C/C(=O)OCC)C=1C(=NC=NC1OC)C1CC1 ethyl (E)-3-(4-amino-4'-cyclopropyl-6'-methoxy-[2,5'-bipyrimidin]-5-yl)acrylate